C(C)C(C(=O)O)(CCCCCCCCCCCCCC)CCCCCC.C(CCCCCCCCCCCCCCC)(=O)OC(CCCCC)CC Ethylhexyl palmitate (ethylhexylpalmitate)